C1(=CC=C(C2=CC=CC=C12)NS(=O)(=O)C1=C(C=CC=C1)C(F)(F)F)NS(=O)(=O)C1=C(C=CC=C1)C(F)(F)F N,N'-(Naphthalene-1,4-diyl)bis(2-(trifluoromethyl)benzenesulfonamide)